N-(3-(difluoromethyl)-1-(4-(4-(4-(2,6-dioxopiperidin-3-yl)-3-fluorobenzyl)piperazin-1-yl)phenyl)-1H-pyrazol-4-yl)-2-(2-((2,2,2-trifluoroethyl)amino)pyridin-4-yl)oxazole-4-carboxamide FC(C1=NN(C=C1NC(=O)C=1N=C(OC1)C1=CC(=NC=C1)NCC(F)(F)F)C1=CC=C(C=C1)N1CCN(CC1)CC1=CC(=C(C=C1)C1C(NC(CC1)=O)=O)F)F